N12CCC(C(CC1)CC2)OC(=O)N2CCN(CC2)C=2C=C(C=CC2)C2=CC=CC=C2 4-([1,1'-biphenyl]-3-yl)piperazine-1-carboxylic acid 1-azabicyclo[3.2.2]non-4-yl ester